Benzyl-L-histidine C(C1=CC=CC=C1)N[C@@H](CC1=CNC=N1)C(=O)O